CC=1N=C2N(N=C(C(=C2)C)N2CCC(CC2)OC2=CC=C3CCN(C(C3=C2)=O)C)C(C1)=O 2,8-dimethyl-7-(4-((2-methyl-1-oxo-1,2,3,4-tetrahydroisoquinolin-7-yl)oxy)piperidin-1-yl)-4H-pyrimido[1,2-b]pyridazin-4-one